FC=1C=C(OC(C(NCC(C)OC2=C(C=CC=C2)Cl)=N)NC2=CC(=C(C=C2)C)C)C=CC1 2-(3-fluorophenoxy)-N-[2-(2-chlorophenoxy)propyl]-2-[(3,4-dimethylphenyl)amino]Ethanimidamide